BrC1=CC2=C(N(N=N2)CCO[Si](C)(C)C(C)(C)C)C=C1 5-bromo-1-{2-[(tert-butyldimethylsilyl)oxy]ethyl}-1,2,3-benzotriazole